piperidin-4-ol trifluoroacetate salt FC(C(=O)O)(F)F.N1CCC(CC1)O